4-(5-oxopyrrolidin-3-yl)-1H-1,2,3-triazol O=C1CC(CN1)C=1N=NNC1